BrC=1C=C(C=CC1)CCN 2-(3-bromophenyl)ethanamine